C(C)(=O)C1=NC=CC=C1Br 2-acetyl-3-bromopyridine